C(C)(=O)N1CCC2(CC1)C(N(C1=CC(=CC=C12)C1=CC2=C(C(=N1)Cl)N(C=N2)C(C)C)C2CC(C2)N2CCCCC2)=O acetyl-6-(4-chloro-3-isopropyl-3H-imidazo[4,5-c]pyridin-6-yl)-1-((1s,3s)-3-(piperidin-1-yl)cyclobutyl)spiro[indolin-3,4'-piperidin]-2-one